CN(C)CCC/C(/C(=O)O)=C/C(=O)N 3-(N,N-dimethylamino)propyl-maleamic acid